4-methyl-5-(trifluoromethyl)pyridin-2-amine bis(2,2,2-trifluoroacetate) FC(C(=O)O)(F)F.FC(C(=O)O)(F)F.CC1=CC(=NC=C1C(F)(F)F)N